((2-(((3S,6S,9aS)-3-(3-(4-hydroxypyridin-3-yl)azetidine-1-carbonyl)-5-oxooctahydro-1H-pyrrolo[1,2-a]azepin-6-yl)carbamoyl)benzo[b]thiophen-5-yl)methyl)phosphonic acid OC1=C(C=NC=C1)C1CN(C1)C(=O)[C@@H]1CC[C@H]2N1C([C@H](CCC2)NC(=O)C2=CC1=C(S2)C=CC(=C1)CP(O)(O)=O)=O